2-((1E,3Z,5Z)-3-bromo-5-(3,3-dimethyl-5-sulfo-1-(3-sulfopropyl)indolin-2-ylidene)penta-1,3-dienyl)-3,3-dimethyl-1-(3-sulfopropyl)-3H-indole-5-sulfonic acid potassium salt [K+].Br/C(/C=C/C1N(C2=CC=C(C=C2C1(C)C)S(=O)(=O)[O-])CCCS(=O)(=O)[O-])=C\C=C\1/N(C2=CC=C(C=C2C1(C)C)S(=O)(=O)[O-])CCCS(=O)(=O)[O-].[K+].[K+].[K+]